C1(=C(C=CC=C1)C(=O)N1C=NC=C1)C(=O)N1C=NC=C1 1,2-phenylenebis(1H-imidazol-1-ylmethanone)